3-methyl-N-[[5-(trifluoromethyl)-2-pyridyl]methyl]butan-2-amine CC(C(C)NCC1=NC=C(C=C1)C(F)(F)F)C